ClC1=CC2=C(N(C(N=C2N2[C@H](CN(CC2)C(C=C)=O)C)=O)C2=C(C=CC=C2)C(C)C)N=C1C1=C(C=CC=C1O)F 6-chloro-7-(2-fluoro-6-hydroxy-phenyl)-4-((2S)-2-methyl-4-(2-propenoyl)-1-piperazinyl)-1-(2-(2-propanyl)-phenyl)pyrido[2,3-d]pyrimidin-2(1H)-one